4-chloro-3-iodo-1-{[2-(trimethylsilyl)ethoxy]methyl}-1H-pyrazolo[4,3-c]pyridine ClC1=NC=CC2=C1C(=NN2COCC[Si](C)(C)C)I